1-(2,5-dimethoxy-4-(methyl-d3)phenyl)propan-2-one oxime COC1=C(C=C(C(=C1)C([2H])([2H])[2H])OC)CC(C)=NO